3-(1H-pyrrolo[2,3-B]pyridine-2-yl)-1H-indazole N1C(=CC=2C1=NC=CC2)C2=NNC1=CC=CC=C21